C(C)(C)(C)N=P1(N(C=CCN1C)C)N(CC)CC 2-tert-butylimino-N,N-diethyl-1,3-dimethyl-1,3,2λ5-diazaphosphin-2-amine